C(C)OC(=O)C1=CC2=C(N(C(=N2)C=2N3CCNC4=CC=CC(C2)=C34)C)C(=C1)OC 2-(1,9-diazatricyclo[6.3.1.04,12]dodeca-2,4(12),5,7-tetraen-2-yl)-7-methoxy-1-methyl-benzimidazole-5-carboxylic acid ethyl ester